NC1=C(OC2=CC=C(C=C2)OC2=C(C=CC=C2)N)C=CC=C1 1,4-bis(2-aminophenoxy)benzene